(S)-1-(1-benzyl-1H-indazol-6-yl)ethane-1,2-diol C(C1=CC=CC=C1)N1N=CC2=CC=C(C=C12)[C@@H](CO)O